S1N=CC(=C1)C(=O)OC1CN(C1)C=1N=C(C2=C(N1)CC[S@@+]2[O-])NC2CC1(C2)COC1 1-[(5S)-4-(6-oxaspiro-[3.3]heptan-2-ylamino)-5-oxido-6,7-dihydrothieno-[3,2-d]pyrimidin-5-ium-2-yl]azetidin-3-yl isothiazole-4-carboxylate